FC=1C=NC(=NC1)N1CCN(CC1)C1=CC=C(C=C1)N 4-[4-(5-Fluoro-pyrimidin-2-yl)-piperazin-1-yl]-phenyl-Amine